CN1C(=NN=C1)CC1(COC1)C=1C=C(C=CC1)N1C(C2=CC(=CC(=C2C1)C(F)(F)F)N1CC2CCC(C1)N2C)=O 2-(3-(3-((4-Methyl-4H-1,2,4-triazol-3-yl)methyl)oxetan-3-yl)phenyl)-6-(8-methyl-3,8-diazabicyclo[3.2.1]octan-3-yl)-4-(trifluoromethyl)isoindolin-1-one